OC=1C(=C(C(=C2C(C(=C(C(C12)=O)O)O)=O)O)O)O hexahydroxy-1,4-naphthalenedione